3-amino-3-(pyridin-4-yl)propionic acid NC(CC(=O)O)C1=CC=NC=C1